5-cyano-2-(methoxymethyl)-5-methyl-N-(quinolin-8-yl)hex-3-enamide C(#N)C(C=CC(C(=O)NC=1C=CC=C2C=CC=NC12)COC)(C)C